N1N=NC(=C1)O [1,2,3]Triazol-4-ol